methyl 2-(3-((7-(3-(aminomethyl)phenyl)benzofuran-2-yl)methoxy)phenyl)acetate NCC=1C=C(C=CC1)C1=CC=CC=2C=C(OC21)COC=2C=C(C=CC2)CC(=O)OC